F[C@H]1[C@H](C1)C(=O)NC1=NC=C2C=C(C(N(C2=C1)C)=O)C=1C=NC(=CC1C)C(C=CC)([2H])O (1R,2R)-2-fluoro-N-(3-(6-(1-hydroxybut-2-en-1-yl-1-d)-4-methylpyridin-3-yl)-1-methyl-2-oxo-1,2-dihydro-1,6-naphthyridin-7-yl)cyclopropane-1-carboxamide